9,9-bis[2-(N-butylcarbamoyl)ethyl]Fluorene C(CCC)NC(=O)CCC1(C2=CC=CC=C2C=2C=CC=CC12)CCC(NCCCC)=O